oxodecane O=CCCCCCCCCC